ClC=1C=C(C=CC1Cl)CC(=O)NC=1SC(=CC1C(=O)N)C(C)C 2-{[(3,4-dichlorophenyl)acetyl]amino}-5-isopropyl-3-thiophenecarboxamide